N-(1-(5-(3-cyano-6-ethoxypyrazolo[1,5-a]pyridin-4-yl)pyridin-2-yl)-4-(((2-hydroxy-2-methylpropyl)amino)meth-yl)piperidin-4-yl)-5-fluoro-2-methylbenzamide C(#N)C=1C=NN2C1C(=CC(=C2)OCC)C=2C=CC(=NC2)N2CCC(CC2)(CNCC(C)(C)O)NC(C2=C(C=CC(=C2)F)C)=O